C(CC)(=O)[O-].[Ca+2].N1C(=NC=C1)C1CCN(CC1)C(=O)C1=CC=C(C=C1)Br.C(CC)(=O)[O-] (4-(1H-imidazol-2-yl)piperidin-1-yl)(4-bromophenyl)methanone Calcium propanate